ClC1=CN=C(C=N1)C(=O)NC1CCC(CC1)OC1=CC(=C(C=C1)C#N)Cl 6-chloro-N-((1r,4r)-4-(3-chloro-4-cyanophenoxy)cyclohexyl)pyrazine-3-carboxamide